N-(2-(4-vinylphenoxy)ethyl)acrylamide C(=C)C1=CC=C(OCCNC(C=C)=O)C=C1